FC1=C(C=C(C(=C1)C)C=1C=C(C=2N(C1)C1=C(N2)CCOC1)N1CCOCC1)NC(C1=CC(=NC=C1)C(F)(F)F)=O N-(2-Fluoro-4-methyl-5-(6-morpholino-3,4-dihydro-1H-pyrano[4',3':4,5]imidazo[1,2-a]pyridin-8-yl)phenyl)-2-(trifluoromethyl)isonicotinamide